[N+](=O)([O-])C=1C=C(CP(OCC)(OCC)=O)C=CC1OCOCC[Si](C)(C)C Diethyl (3-nitro-4-((2-(trimethylsilyl)ethoxy)methoxy)benzyl)phosphonate